[Si](OOC(C(=C)C)=O)([O-])([O-])[O-] methacryloxy silicate